The molecule is an L-alpha-amino acid zwitterion obtained by transfer of a proton from the carboxy to the amino group of S-methylcysteine; major species at pH 7.3. It is a tautomer of a S-methylcysteine. CSC[C@@H](C(=O)[O-])[NH3+]